CC1(OB(OC1(C)C)C1C2CC(CC12)NCC(F)(F)F)C 6-(4,4,5,5-tetramethyl-1,3,2-dioxaborolan-2-yl)-N-(2,2,2-trifluoroethyl)bicyclo[3.1.0]hexan-3-amine